BrC1=C(C(=O)O)C(=C(C(=C1Br)Br)Br)Br 2,3,4,5,6-pentabromobenzoic acid